1-cyclopropyl-6-fluoro-1H-benzo[d]Imidazole-5-carboxylic acid methyl ester COC(=O)C1=CC2=C(N(C=N2)C2CC2)C=C1F